N-(6-cyano-2-(3-fluoropicolinoyl)pyridin-3-yl)-2-(4-methylpiperidin-1-yl)acetamide C(#N)C1=CC=C(C(=N1)C(C1=NC=CC=C1F)=O)NC(CN1CCC(CC1)C)=O